(2S,5R)-6-(benzyloxy)-N-(N-ethylsulfamoyl)-7-oxo-1,6-diazabicyclo[3.2.1]octane-2-carboximidamide C(C1=CC=CC=C1)ON1[C@@H]2CC[C@H](N(C1=O)C2)C(NS(NCC)(=O)=O)=N